NC1=C(C=C(C=N1)C=1C=C2N(N1)CC[C@]21CN(CC1)C(=O)NC(C)(C)C1=CC=C(C=C1)F)OC(F)F |r| (rac)-2'-[6-amino-5-(difluoromethoxy)pyridin-3-yl]-N-[2-(4-fluorophenyl)propan-2-yl]-5',6'-dihydrospiro[pyrrolidine-3,4'-pyrrolo[1,2-b]pyrazole]-1-carboxamide